(S)-Octahydroindole-carboxylic acid N1[C@@H](CC2CCCCC12)C(=O)O